(R)-1-methyl-3-(pyrrolidin-2-yl)-1H-pyrazole-5-carbonitrile hydrochloride Cl.CN1N=C(C=C1C#N)[C@@H]1NCCC1